C(C)N1C2=C(C=CC1)N(C=C2C2=CC(=NC(=C2)OC2CCC(CC2)C(F)(F)F)C)S(=O)(=O)C2=CC=C(C=C2)C rel-4-ethyl-3-(2-methyl-6-{[(1r,4r)-4-(trifluoromethyl)cyclohexyl]oxy}-pyridin-4-yl)-1-(4-methylbenzenesulfonyl)-1H,4H,5H-pyrrolo[3,2-b]pyridin